O=C1NC(CCC1C1=NOC2=C1C=CC(=C2S(=O)(=O)F)C2CCNCC2)=O 3-(2,6-dioxopiperidin-3-yl)-6-(piperidin-4-yl)benzo[d]isoxazole-7-sulfonyl fluoride